C1(CCCCC1)[C@H](C)NC1=NC=C(C(=N1)NC1CCC(CC1)NC(CC)=O)C(=O)N 2-((S)-1-cyclohexylethylamino)-4-((1s,4R)-4-propionamidocyclohexylamino)pyrimidine-5-carboxamide